2-amino-5-(thiophen-3-ylmethoxy)benzoic acid methyl ester COC(C1=C(C=CC(=C1)OCC1=CSC=C1)N)=O